C(CCC)OC1=C(C=C(C=C1)Cl)NC(=O)C=1SC=CC1 N-(2-butoxy-5-chlorophenyl)thiophene-2-carboxamide